9,9'-(2-chloropyrimidine-4,6-diyl)bis(9H-carbazole-1,2,3,4,5,6,7,8-d) ClC1=NC(=CC(=N1)N1C2=C(C(=C(C(=C2C=2C(=C(C(=C(C12)[2H])[2H])[2H])[2H])[2H])[2H])[2H])[2H])N1C2=C(C(=C(C(=C2C=2C(=C(C(=C(C12)[2H])[2H])[2H])[2H])[2H])[2H])[2H])[2H]